(9H-fluoren-9-yl)methyl (S)-(1-(3,5-dichlorophenyl)-3-hydroxypropan-2-yl)carbamate ClC=1C=C(C=C(C1)Cl)C[C@@H](CO)NC(OCC1C2=CC=CC=C2C=2C=CC=CC12)=O